NCC(C(O)C1=CC(=C(C=C1)Cl)Cl)(F)F 3-amino-1-(3,4-dichlorophenyl)-2,2-difluoropropan-1-ol